di(tert-butyl)(2,4-dimethoxyphenyl)phosphine C(C)(C)(C)P(C1=C(C=C(C=C1)OC)OC)C(C)(C)C